3-(4-fluoro-1-oxo-5-(((2R,3S)-3-((1-(tetrahydro-2H-pyran-4-yl)ethyl)amino)tetrahydro-2H-pyran-2-yl)methyl)isoindolin-2-yl)piperidine-2,6-dione FC1=C2CN(C(C2=CC=C1C[C@H]1OCCC[C@@H]1NC(C)C1CCOCC1)=O)C1C(NC(CC1)=O)=O